CC1=C(CC2=CC=C(C=C2)CCCC(=O)O)C=C(C=C1)[C@@H]1O[C@@H]([C@H]([C@@H]([C@H]1O)O)O)SC 4-(4-(2-Methyl-5-((2S,3R,4R,5S,6R)-3,4,5-trihydroxy-6-(methylthio)tetrahydro-2H-pyran-2-yl)benzyl)phenyl)butyric acid